COC=1C(=CC(=NC1)N)OCCCCC 5-methoxy-4-(pentyloxy)pyridin-2-amine